FC(C=1C=CC(=C(C1)O)C1=NN=C(C=2CCCCC12)N[C@H]1CN(CCC1)C)F (R)-5-(difluoromethyl)-2-(4-((1-methylpiperidin-3-yl)amino)-5,6,7,8-tetrahydrophthalazine-1-yl)phenol